6-amino-1-(4-(((R)-1-cyanoethyl)amino)-5-(4-((1r,4R)-4-(2-((tetrahydro-2H-pyran-2-yl)oxy)ethyl)cyclohexyl)-1H-1,2,3-triazol-1-yl)pyridin-2-yl)-1H-pyrazolo[3,4-b]pyridine-5-carbonitrile NC1=C(C=C2C(=N1)N(N=C2)C2=NC=C(C(=C2)N[C@H](C)C#N)N2N=NC(=C2)C2CCC(CC2)CCOC2OCCCC2)C#N